N-(1-(5-bromo-2-methylphenyl)but-3-en-1-yl)acetamide BrC=1C=CC(=C(C1)C(CC=C)NC(C)=O)C